ClC1=CC(=CC2=C1B(OC2(C)C)O)NC2=NC=C(C(=N2)NC2=CC=CC=C2)C 7-chloro-3,3-dimethyl-5-((5-methyl-4-(phenylamino)pyrimidin-2-yl)amino)benzo[c][1,2]oxaborol-1(3H)-ol